C(C)N(C(C=C)=O)CC=CC=1C=CC=2N=CN=C(C2N1)NC1=CC(=C(C=C1)OC1=CC2=C(N(C=N2)C)C=C1)C N-ethyl-N-(3-(4-((3-methyl-4-((1-methyl-1H-benzo[d]imidazol-5-yl)oxy)phenyl)amino)pyrido[3,2-d]pyrimidin-6-yl)allyl)acrylamide